O=C1CC2(CN(C2)C(=O)OC(C)(C)C)C1 tertbutyl 6-oxo-2-azaspiro[3.3]heptane-2-carboxylate